(4-methylthiazol-5-yl)-2-phenyl-6-(3-phenylpropoxy)-1H-inden-1-one CC=1N=CSC1C1=C(C(C2=CC(=CC=C12)OCCCC1=CC=CC=C1)=O)C1=CC=CC=C1